2-(4,4-difluoropiperidin-1-yl)-6-methoxy-7-(3-(pyrrolidin-1-yl)propoxy)-N-(tetrahydro-2H-pyran-3-yl)quinazolin-4-amine FC1(CCN(CC1)C1=NC2=CC(=C(C=C2C(=N1)NC1COCCC1)OC)OCCCN1CCCC1)F